FC=1C=CC(=NC1)N 5-fluoro-pyridin-2-amine